3-((6-chloro-2-cyclopropyl-7-fluoro-1-(1-(2-ureidoethyl)-1H-pyrazol-4-yl)-1H-indol-3-yl)thio)-2-fluorobenzoic acid sodium salt [Na+].ClC1=CC=C2C(=C(N(C2=C1F)C=1C=NN(C1)CCNC(=O)N)C1CC1)SC=1C(=C(C(=O)[O-])C=CC1)F